BrC=1C=NN(C1\C=C(/C#N)\C=1C=C(C=CC1)C)C (Z)-3-(4-bromo-1-methyl-1H-pyrazol-5-yl)-2-(m-tolyl)acrylonitrile